(10-(dibenzo[b,d]furan-4-yl)anthracen-9-yl)boronic acid C1=CC=C(C=2OC3=C(C21)C=CC=C3)C3=C2C=CC=CC2=C(C2=CC=CC=C32)B(O)O